ClC1=C(OC2CN(C2)C(=O)OC(C)(C)C)C(=CC(=C1)C(C)(C)C1=CC=C(C=C1)OCC1=NC(=NC=C1)NS(=O)(=O)C)C#N tert-butyl 3-[2-chloro-6-cyano-4-[1-[4-[[2-(methanesulfonamido)pyrimidin-4-yl]methoxy]phenyl]-1-methyl-ethyl]phenoxy]azetidine-1-carboxylate